O1C(CC1)=O oxetane-2-one